trans-2-bromo-N-(4-((5-chloro-4-(4'-fluoro-[1,1'-biphenyl]-3-yl)pyrimidin-2-yl)amino)cyclohexyl)acetamide BrCC(=O)N[C@@H]1CC[C@H](CC1)NC1=NC=C(C(=N1)C=1C=C(C=CC1)C1=CC=C(C=C1)F)Cl